tert-Butyl (2R,4S)-4-(benzyl(methyl)amino)-2-(((tert-butyldimethylsilyl)oxy)methyl)piperidine-1-carboxylate C(C1=CC=CC=C1)N([C@@H]1C[C@@H](N(CC1)C(=O)OC(C)(C)C)CO[Si](C)(C)C(C)(C)C)C